tert-butyl 5-(3-((1-(3,5-dibromophenyl)ethyl)carbamoyl)-4-methylphenyl)hexahydropyrrolo[3,4-c]pyrrole-2(1H)-carboxylate BrC=1C=C(C=C(C1)Br)C(C)NC(=O)C=1C=C(C=CC1C)N1CC2C(C1)CN(C2)C(=O)OC(C)(C)C